C(#N)C=1C=C(C=CC1)C=1N=C(SC1C1=CC(=NC(=C1)C)C)NC(=O)N1CCN(CC1)S(N)(=O)=O N-[4-(3-Cyanophenyl)-5-(2,6-dimethyl-4-pyridyl)thiazol-2-yl]-4-sulfamoyl-piperazin-1-carboxamid